sodium 2-hydroxy-5-oxoproline O[C@@]1(NC(CC1)=O)C(=O)O.[Na]